(±)-2-(3-((2-(7-Bromo-4-methoxybenzofuran-5-yl)-2-hydroxyethyl)(methyl)amino)-2-hydroxyphenyl)acetic acid methyl ester COC(CC1=C(C(=CC=C1)N(C)C[C@H](O)C=1C=C(C2=C(C=CO2)C1OC)Br)O)=O |r|